N1(CCC(CC1)N1N=C2C=C(C(=CC2=C1)NC(=O)C1=NC(=CC=C1)C(F)(F)F)C(C)(C)O)C1CCNCC1 N-(2-([1,4'-bipiperidin]-4-yl)-6-(2-hydroxypropan-2-yl)-2H-indazol-5-yl)-6-(trifluoromethyl)pyridinecarboxamide